2-benzyl-5-(hydroxymethyl)-4-methylpyridazin-3-one C(C1=CC=CC=C1)N1N=CC(=C(C1=O)C)CO